8-[6-[3-(azetidin-1-yl)propoxy]-3-pyridyl]-7-fluoro-1-isopropyl-3-methyl-imidazo[4,5-c]quinolin-2-one N1(CCC1)CCCOC1=CC=C(C=N1)C1=CC=2C3=C(C=NC2C=C1F)N(C(N3C(C)C)=O)C